C12(CCC3=CC=CC=C13)N1C(COC2)=NC2=C1C=C(C=C2)C=2C=NC(=NC2)N2CC1N(CC2)C(NC1)=O 7-(5-(1,2',3,3'-tetrahydrospiro[benzo[4,5]imidazo[2,1-c][1,4]oxazine-4,1'-inden]-7-yl)pyrimidin-2-yl)hexahydroimidazo[1,5-a]pyrazin-3(2H)-one